C(C)(C)(C)OC(NC1=CC(=NC(=C1)NC1=C(C=CC=C1)C)C(NC1CC2=CC=CC=C2C1)=O)=O (2-((2,3-dihydro-1H-inden-2-yl)carbamoyl)-6-(o-tolylamino)pyridin-4-yl)carbamic acid tert-butyl ester